(1R,3R)-3-Amino-N-methylcyclopentanecarboxamide hydrochloride Cl.N[C@H]1C[C@@H](CC1)C(=O)NC